O=C(CC(C(C(=O)[O-])(C)C)CCCC)CC(C(C(=O)[O-])(C)C)CCCC 2-oxopropane-1,3-diylbis(2,2-dimethylheptanoate)